1-(1H-benzo[d]imidazol-2-yl)-3-(6-(4-isopropyl-4H-1,2,4-triazol-3-yl)pyridin-2-yl)urea N1C(=NC2=C1C=CC=C2)NC(=O)NC2=NC(=CC=C2)C2=NN=CN2C(C)C